ethyl (3S)-1-(3-pyridyl)piperidine-3-carboxylate N1=CC(=CC=C1)N1C[C@H](CCC1)C(=O)OCC